(Z)-4-amino-N-(3-bromo-4-fluorophenyl)-N'-hydroxy-1,2,5-oxadiazole-3-amidine NC=1C(=NON1)/C(=N/O)/NC1=CC(=C(C=C1)F)Br